O=C1C(=C(C=NN1)N1[C@@H](CCC1)[C@H]1CC[C@@H](O1)CC(=O)N1CCN(CC1)C1=CC=C(C=N1)C#N)C(F)(F)F 6-(4-[2-[(2R,5R)-5-[(2S)-1-[6-oxo-5-(trifluoromethyl)-1,6-dihydropyridazin-4-yl]pyrrolidin-2-yl]oxolan-2-yl]acetyl]piperazin-1-yl)pyridine-3-carbonitrile